tetrabutyl-ammonium trifluoromethanesulfonate FC(S(=O)(=O)[O-])(F)F.C(CCC)[N+](CCCC)(CCCC)CCCC